2-Hydroxy-4-(trifluoromethyl)-7,8-dihydroquinolin-5(6H)-one OC1=NC=2CCCC(C2C(=C1)C(F)(F)F)=O